FC(C(=O)N1CC2=C(N=C(NC2=O)C2(CC2)C2=CC=CC=C2)CC1)(C1=CC(=CC=C1)C(F)(F)F)F 6-(2,2-difluoro-2-(3-(trifluoromethyl)phenyl)acetyl)-2-(1-phenylcyclopropyl)-5,6,7,8-tetrahydropyrido[4,3-d]pyrimidin-4(3H)-one